ClC1=C(C=C(C=C1)C1=CC(=CC=C1)[C@H](C(=O)N1CC2=C(CCC1)N=C(NC2=O)C2(CC2)C2=CC(=CC=C2)Cl)O)C(F)(F)F (R)-6-(2-(4'-chloro-3'-(trifluoromethyl)-[1,1'-biphenyl]-3-yl)-2-hydroxyacetyl)-2-(1-(3-chlorophenyl)cyclopropyl)-3,5,6,7,8,9-hexahydro-4H-pyrimido[5,4-c]azepin-4-one